CC(CO)(CC)C 2,2-Dimethylbutanol